C(C)(C)(C)OC(=O)N1CCC(=CC1)C1=NC(=C(C=C1C=C)[N+](=O)[O-])OC 6-methoxy-5-nitro-3-vinyl-3',6'-dihydro-[2,4'-bipyridine]-1'(2'H)-carboxylic acid tert-butyl ester